CC1=NN(C(=C1)C)C=1C=CC(=C(C1)[C@@H](CN1CC2(C1)CN(CC2)C(=O)OC(C)(C)C)CC(=C=O)OC)F tert-butyl (S)-2-(2-(5-(3,5-dimethyl-1H-pyrazol-1-yl)-2-fluorophenyl)-4-methoxy-4-carbonylbutyl)-2,6-diazaspiro[3.4]octane-6-carboxylate